ClC1(CC=C2C(N(C(NC2=C1)C)C1=C(C=CC=C1)C)=O)S(=O)(=O)N 7-chloro-2-methyl-4-oxo-3-o-tolyl-1,2,3,4-tetrahydroquinazolin-7-sulfonamide